[NH3+][C@H](CCOCC#CC#CCOCCCC1=CC=CC=C1)C1=CC=CC=C1 (1R)-3-[(6-{[(3R)-3-Ammonio-3-phenylpropyl]oxy}hexa-2,4-diyn-1-yl)oxy]-1-phenylpropan